C1NCC12CC(C2)CN2CCC(CC2)N2CCC(CC2)N2[C@@H](C1=C(NC=3N=NC(=CC31)C3=C(C=CC=C3)O)CC2)C (R)-2-(6-(1'-(2-azaspiro[3.3]heptan-6-ylmethyl)-[1,4'-bipiperidin]-4-yl)-5-methyl-6,7,8,9-tetrahydro-5H-pyrido[3',4':4,5]pyrrolo[2,3-c]pyridazin-3-yl)phenol